N12CCN(C(CC1)C2)C2=NC=C(C=N2)OC2=NC(=CC(=C2)CN2CCC(CC2)CNC(OC)=O)C2=CC(=CC(=C2)Cl)Cl methyl ((1-((2-((2-(1,4-diazabicyclo[3.2.1]octan-4-yl)pyrimidin-5-yl)oxy)-6-(3,5-dichlorophenyl)pyridin-4-yl)methyl)piperidin-4-yl)methyl)carbamate